NC(/C=C/CN(C(OC(C)(C)C)=O)C)=O tert-butyl (E)-(4-amino-4-oxobut-2-ene-1-yl)(methyl)carbamate